5-(3,5-dimethylphenyl)pyridin-2-amine CC=1C=C(C=C(C1)C)C=1C=CC(=NC1)N